FC1=CC=C(C=C1)[C@@](C)(O)C=1C=NC(=NC1)C=1CCN(CC1)C1=NC=NN2C1=CC(=C2)C=2CCN(CC2)C(C)=O (R)-1-(4-(4-(4-(5-(1-(4-fluorophenyl)-1-hydroxyethyl)pyrimidin-2-yl)-3,6-dihydropyridin-1(2H)-yl)pyrrolo[2,1-f][1,2,4]triazin-6-yl)-3,6-dihydropyridin-1(2H)-yl)ethan-1-one